N-((cis)-4-hydroxy-3,4-dihydro-2H-1-benzopyran-3-yl)propanamide O[C@@H]1[C@@H](COC2=C1C=CC=C2)NC(CC)=O